(2S,4R)-6-chloro-N-{trans-4-[3-(4-chlorophenyl)azetidine-1-carbonyl]cyclohexyl}-4-hydroxy-3,4-dihydro-2H-1-benzopyran-2-carboxamide ClC=1C=CC2=C([C@@H](C[C@H](O2)C(=O)N[C@@H]2CC[C@H](CC2)C(=O)N2CC(C2)C2=CC=C(C=C2)Cl)O)C1